ClCCCC=1C(=C2CC(CC2=C(C1B1N(C(C2=C(N1)C=CC=C2)=O)[C@@H](C)C2=CC=CC=C2)C)(C(=O)OC)C(=O)OC)C (R)-dimethyl (S)-5-(3-chloropropyl)-4,7-dimethyl-6-(4-oxo-3-(1-phenylethyl)-3,4-dihydrobenzo[d][1,3,2]diazaborinin-2(1H)-yl)-1,3-dihydro-2H-indene-2,2-dicarboxylate